azaspiro[2.4]heptane-5-carboxamide N1CC12CC(CC2)C(=O)N